C1(=CC=CC=C1)C1CC=NN1C(=O)C1C2CN(CC1CC2)C2=CC(=NC=N2)C#N 6-(8-(5-phenyl-4,5-dihydro-1H-pyrazol-1-carbonyl)-3-azabicyclo[3.2.1]oct-3-yl)pyrimidine-4-carbonitrile